C(CCC)NC=1C=C(C(=O)NC)C=C(C1OC1=CC=CC=C1)S(=O)(=N)NCC1CCOCC1 3-(butylamino)-N-methyl-4-phenoxy-5-[(tetrahydropyran-4-ylmethylamino)sulfonimidoyl]benzamide